2-bromo-5-(3-(3,3-dimethylbutoxy)-5-fluorophenyl)-4-(2-isopropylphenyl)thiazole BrC=1SC(=C(N1)C1=C(C=CC=C1)C(C)C)C1=CC(=CC(=C1)F)OCCC(C)(C)C